C(C)(C)(C)OC(=O)N[C@H](CC1=C(C=2N=C(N=C(C2S1)N(C(OC(C)(C)C)=O)CC=1SC=CC1)Cl)C1=CC=CC=C1)C tert-butyl N-[6-[(2S)-2-(tert-butoxycarbonylamino)propyl]-2-chloro-7-phenyl-thieno[3,2-d]pyrimidin-4-yl]-N-(2-thienylmethyl)carbamate